C(C)(C)(C)C1=CC2=C(OP(OC3=C(C2)C=C(C=C3C(C)(C)C)C(C)(C)C)O)C(=C1)C(C)(C)C 2,4,8,10-tetra-tert.butyl-6-hydroxy-12H-dibenzo(d,g)(1,3,2)dioxaphosphocin